[SiH2]=N Silanimine